(3R)-3-amino-7-(5-tert-butyl-1,3,4-oxadiazol-2-yl)-8-fluoro-1,1-dioxo-5-[[4-(2,2,2-trifluoroethoxy)phenyl]methyl]-2,3-dihydro-1λ6,5-benzothiazepin-4-one N[C@H]1CS(C2=C(N(C1=O)CC1=CC=C(C=C1)OCC(F)(F)F)C=C(C(=C2)F)C=2OC(=NN2)C(C)(C)C)(=O)=O